C1(CC1)N1CCS(C2=C(C1=O)SC(=C2)C2=NC(=NC=C2C(F)(F)F)NC2=C(C=C(C=C2)N2C[C@H](N(CC2)C)C)C2CC2)(=O)=O (R)-4-cyclopropyl-7-(2-((2-cyclopropyl-4-(3,4-dimethylpiperazin-1-yl)phenyl)amino)-5-(trifluoromethyl)pyrimidin-4-yl)-3,4-dihydrothieno[2,3-f][1,4]thiazepin-5(2H)-one 1,1-dioxide